F[C@@H]1CN(CC1)C(C)C1=CC(=C2CNC(C2=C1)=O)C(F)(F)F 6-{1-[(3S)-3-fluoropyrrolidin-1-yl]ethyl}-4-(trifluoromethyl)-2,3-dihydro-1H-isoindol-1-one